tert-butyl (S)-2-(((tert-butyldiphenylsilyl)oxy)methyl)-4-(o-tolyl)-2,5-dihydro-1H-pyrrole-1-carboxylate [Si](C1=CC=CC=C1)(C1=CC=CC=C1)(C(C)(C)C)OC[C@H]1N(CC(=C1)C1=C(C=CC=C1)C)C(=O)OC(C)(C)C